C(CCCCCCCCCCCCC)OC1=CC=C(O1)C(=O)OC(C)OC(N(C1CCCCC1)C1CCCCC1)=O 1-(dicyclohexylcarbamoyloxy)ethyl 5-(tetradecyloxy)furan-2-carboxylate